NC1=CC(=NC=C1C1=NN(C(C=C1)=O)C)NC(C)=O N-(4-amino-5-(1-methyl-6-oxo-1,6-dihydropyridazin-3-yl)pyridin-2-yl)acetamide